NC(C)(C)C1=CC(=NC(=C1)C1=CC=CC=C1)OC1[C@@H]2CN(C[C@H]12)C(=O)C=1C=C(C=2N(C1)C=C(N2)C)C(F)(F)F ((1R,5S,6s)-6-((4-(2-aminopropan-2-yl)-6-phenylpyridin-2-yl)oxy)-3-azabicyclo[3.1.0]hexan-3-yl)(2-methyl-8-(trifluoromethyl)imidazo[1,2-a]pyridin-6-yl)methanone